C[C@H]1[C@@H]2CC[C@H](CC1=O)N2C(=O)OC(C)(C)C tert-butyl (1S,2S,5R)-2-methyl-3-oxo-8-azabicyclo[3.2.1]octane-8-carboxylate